tert-butyl [2-oxo-2-(pyridazin-3-yl)ethyl]carbamate O=C(CNC(OC(C)(C)C)=O)C=1N=NC=CC1